C(C)(C)(C)OC(NCCCCCC1CNC(C1)=O)=O (5-(5-oxopyrrolidin-3-yl)pentyl)carbamic acid tert-butyl ester